N-(4-((S)-2-((dimethylamino)methyl)pyrrolidin-1-yl)phenyl)-6-((R)-3-phenylisoxazolidin-2-yl)pyrimidin-4-amine CN(C)C[C@H]1N(CCC1)C1=CC=C(C=C1)NC1=NC=NC(=C1)N1OCC[C@@H]1C1=CC=CC=C1